C1(=C(C(=CC=C1)C(=O)O)C(=O)O)C(=O)O.C(C1=CC(C(=O)O)=CC(C(=O)O)=C1)(=O)O trimesic acid (benzenetricarboxylate)